[BH4-].[Na+].COC1=NC(=CC(=C1)[C@@H]1NC[C@H](CC1)C)C |r| 2-Methoxy-6-methyl-4-[rac-(2R,5S)-5-methyl-2-piperidyl]pyridine Sodium borohydride